(S,S)-N-[2-(3-phenylpropyl)amino-1,2-diphenylethyl]-p-toluene-sulfonamide C1(=CC=CC=C1)CCCN[C@H]([C@H](C1=CC=CC=C1)NS(=O)(=O)C1=CC=C(C)C=C1)C1=CC=CC=C1